C1(CC1)C=1N=NN(C1)C(C(=O)N1C(CC(C1)O)C(=O)NC)C1CCOCC1 1-(2-(4-cyclopropyl-1H-1,2,3-triazol-1-yl)-2-(tetrahydro-2H-pyran-4-yl)acetyl)-4-hydroxy-N-methylpyrrolidine-2-carboxamide